1-aminopropyl-3-methylimidazole bromide salt [Br-].NC(CC)C1=NC=CN1C